2,6-dimethoxy-N-(5-(pyrimidin-2-yloxy)-3,4-dihydro-2H-benzopyrano[8,7-d]isoxazol-9-yl)benzenesulfonamide tert-butyl-6-(4-piperidyloxy)-2-azaspiro[3.3]heptane-2-carboxylate C(C)(C)(C)OC(=O)N1CC2(C1)CC(C2)OC2CCNCC2.COC2=C(C(=CC=C2)OC)S(=O)(=O)NC2=NOC1=C2C2=C(CCCO2)C(=C1)OC1=NC=CC=N1